ClC1=C(C=CC=C1)CC(=O)NC1=CC(=C2C=NN(C2=C1)CC(F)F)S(N)(=O)=O 2-(2-chlorophenyl)-N-(1-(2,2-difluoroethyl)-4-sulfamoyl-1H-indazol-6-yl)acetamide